(S)-N4-(tert-butoxy)-N1-((S)-1-((naphthalen-1-ylmethyl)amino)-1-oxopropan-2-yl)-2-(4-phenylbutanamido)succinamide C(C)(C)(C)ONC(C[C@@H](C(=O)N[C@H](C(=O)NCC1=CC=CC2=CC=CC=C12)C)NC(CCCC1=CC=CC=C1)=O)=O